ClC=1C(N(N=CC1Cl)C1=C(C=CC=C1)C)=O 4,5-dichloro-2-o-tolylpyridazin-3(2H)-one